C(CCCCCCC\C=C/C\C=C/C\C=C/CC)(=O)OCCCCCCCC\C=C/CCCCCCCC [(Z)-octadec-9-enyl] (9Z,12Z,15Z)-octadeca-9,12,15-trienoate